C(C)(C)(C)OC(CC[C@@](C)(C#N)C1=CC=C(C=C1)C1C(CN(CC1)C(=O)OC(C)(C)C)F)=O tert-butyl 4-(4-((R)-5-(tert-butoxy)-2-cyano-5-oxopentan-2-yl)phenyl)-3-fluoropiperidine-1-carboxylate